N,N,N'',N''-tetra(i-propyl)diethylenetriamine C(C)(C)N(CCNCCN(C(C)C)C(C)C)C(C)C